2-((6-chloro-4-iodopyridin-3-yl)oxy)ethan-1-ol ClC1=CC(=C(C=N1)OCCO)I